2-(2,6-dimethylpyridin-3-yl)-4,5-dimethoxyphenol CC1=NC(=CC=C1C1=C(C=C(C(=C1)OC)OC)O)C